2-phenethyl-3-butenoic acid C(CC1=CC=CC=C1)C(C(=O)O)C=C